P(F)(F)OC(C)C 2-propanol difluorophosphite